ClC1=CC=C(C2=CC=CC=C12)COC=1N=NNC1 4-((4-chloronaphthalen-1-yl)methoxy)-1H-1,2,3-triazole